4-FORMYL-3,5-DIMETHYL-1H-PYRROLE-2-CARBOXYLIC ACID C(=O)C=1C(=C(NC1C)C(=O)O)C